2'-chloro-2,3,5,6,6',7'-hexahydrospiro[pyran-4,5'-pyrrolo[3,4-b]pyridine] ClC1=CC=C2C(=N1)CNC21CCOCC1